ClC1=CC(=C(C(=O)N2C[C@H](N(CC2)C=2C=CC(=NC2C(=O)N[C@H]2CN(CC2)C)C=2C(=NC=CC2)OCC)CC)C=C1)C(F)(F)F 5-[(2R)-4-[4-chloro-2-(trifluoromethyl)benzoyl]-2-ethylpiperazin-1-yl]-2'-ethoxy-N-[(3R)-1-methylpyrrolidin-3-yl]-[2,3'-bipyridine]-6-carboxamide